methyl 3-[4-(4,4,5,5-tetramethyl-1,3,2-dioxaborolan-2-yl)phenyl]cyclobutanecarboxylate CC1(OB(OC1(C)C)C1=CC=C(C=C1)C1CC(C1)C(=O)OC)C